Cl.NC1(CC2CCC(C1)N2C=2N(C(C1=C(N2)NC=C1C1=C(C2=CN(N=C2C=C1)C)Cl)=O)C)C(F)F 2-[(endo)-3-amino-3-(difluoro-methyl)-8-azabicyclo[3.2.1]octan-8-yl]-5-(4-chloro-2-methyl-2H-indazol-5-yl)-3-methyl-3H,4H,7H-pyrrolo[2,3-d]pyrimidin-4-one hydrochloride